NC[C@@]1([C@@H]2CCN(C[C@H]12)C1=CN=C(C(=N1)N)SC1=CC=NC2=CC=CC=C12)C1=C(C=CC=C1)F 6-((1S,6R,7R)-7-(aminomethyl)-7-(2-fluorophenyl)-3-azabicyclo[4.1.0]heptan-3-yl)-3-(quinolin-4-ylthio)pyrazin-2-amine